1-(4-(3-isopropyl-2-(8-methylquinolin-6-yl)-1H-indol-5-yl)piperidin-1-yl)-2-(methylamino)ethan-1-one C(C)(C)C1=C(NC2=CC=C(C=C12)C1CCN(CC1)C(CNC)=O)C=1C=C2C=CC=NC2=C(C1)C